FC=1C=CC=2N(C3=CC=C(C=C3C2C1)F)CC(CN1C=NCC1)O 1-(3-(3,6-difluoro-carbazol-9-yl)-2-hydroxypropyl)-imidazoline